5-methoxy-2-methyl-4-(trifluoromethyl)pyrazole-3-carbaldehyde COC=1C(=C(N(N1)C)C=O)C(F)(F)F